ClC=1C(=C(C=NC1N1C([C@@H]2C[C@@H]2C1)=O)C(C)N1N=CC(=C1)C(=O)OC(C)(C)C)C tert-butyl 1-(1-(5-chloro-4-methyl-6-((1R,5S)-2-oxo-3-azabicyclo[3.1.0]hexan-3-yl)pyridin-3-yl)ethyl)-1H-pyrazole-4-carboxylate